CNCCNC=1C=NN2C1C=CC(=C2)C=2C=NN(C2)C N1-methyl-N2-(6-(1-methyl-1H-pyrazol-4-yl)pyrazolo[1,5-a]pyridin-3-yl)ethane-1,2-diamine